4-(Piperazin-1-yl)nitrobenzene N1(CCNCC1)C1=CC=C(C=C1)[N+](=O)[O-]